N1=C(C=CC=C1)SC1=C(C=CC=C1)SC1=NC=CC=C1 1,2-bis(2-pyridylthio)benzene